4-isopropyl-1-[3-(triethoxysilyl)propyl]-1,2,3-triazole C(C)(C)C=1N=NN(C1)CCC[Si](OCC)(OCC)OCC